BrC1=CC=C(C(=O)C=2C=CC=C3CC(NC23)=O)C=C1 7-p-bromobenzoyl-1,3-dihydro-2H-indol-2-one